C1(=CC=C(C=C1)N(C1=CC=C(C(=C1)C1=CC=CC=C1)C1=CC(=CC=C1)C1=CC=CC=C1)C1=CC=C(C=C1)C1=CC=2C(C3=CC=CC=C3C2C=C1)(C)C)C1=CC=CC=C1 (biphenyl-4-yl)-{4-(9,9-dimethylfluoren-2-yl)phenyl}-{(1,1':2',1'':3'',1'''-quaterphenyl)-5'-yl}amine